2-methyl-3-(methylthio)-4-phenyl-1-tolyl-1H-pyrrole CC=1N(C=C(C1SC)C1=CC=CC=C1)C1=C(C=CC=C1)C